O[C@@H]1C[C@H](N(C1)C)COC1=CC=C(NC=2C(=NC(=C(N2)C)C2=CC=CC=3N(C=NC32)C)C(=O)N)C=C1 3-[4-[[(2S,4R)-4-Hydroxy-1-methyl-pyrrolidin-2-yl]methoxy]anilino]-5-methyl-6-(1-methylbenzimidazol-4-yl)pyrazin-2-carboxamid